Cl.N[C@H](C(=O)NCCNC(=O)C1=C(C(=C(S1)NC(C(CC)C1=CC=C(C=C1)F)=O)C(=O)OC)C)CC(C)C methyl 5-((2-((S)-2-amino-4-methylpentanamido)ethyl)carbamoyl)-2-(2-(4-fluorophenyl)butanamido)-4-methylthiophene-3-carboxylate hydrochloride